trisilicon nitrogen lithium [Li].[N].[Si].[Si].[Si]